C(CCC(=O)O)(=O)O.C(CCCCCCCCCCCCC)(=O)OC(CO)COC(CCCCCCCCCCCCC)=O.C(CCCCCCCCCCCCC)(=O)OC(CO)COC(CCCCCCCCCCCCC)=O 2,3-dimyristoyl-glycerol hemisuccinate